2-(1-cyclopentyl-1H-indol-5-yloxy)-pyrido[3,4-d]pyrimidin C1(CCCC1)N1C=CC2=CC(=CC=C12)OC=1N=CC2=C(N1)C=NC=C2